C1(CC1)C#C[C@@]1(NC(NC2=CC(=CC=C12)CC1=NC=C(C=C1)OCCOC1OCCCC1)=O)C(F)(F)F (S)-4-(cyclopropylethynyl)-7-((5-(2-((tetrahydro-2H-pyran-2-yl)oxy)ethoxy)pyridin-2-yl)methyl)-4-(trifluoromethyl)-3,4-dihydroquinazolin-2(1H)-one